FC1=C(C=C(C=C1)NC(N(CCC)C(C)C1=CNC(C2=CC=CC=C12)=O)=O)C 3-(4-fluoro-3-methylphenyl)-1-(1-(1-oxo-1,2-dihydroisoquinolin-4-yl)ethyl)-1-propylurea